(2-methyl-1H-imidazol-1-yl)ethyl-1,3,5-triazine-2,4-diamine CC=1N(C=CN1)CCC1=NC(=NC(=N1)N)N